tert-butyl 4-(((7S)-7-(4-(methoxycarbonyl)phenyl)-1-oxa-8-azaspiro[4.5]decan-8-yl)methyl)-7-methyl-5-(2-oxoethyl)-1H-indole-1-carboxylate COC(=O)C1=CC=C(C=C1)[C@@H]1CC2(CCCO2)CCN1CC1=C2C=CN(C2=C(C=C1CC=O)C)C(=O)OC(C)(C)C